thiochromeno[2,3-e]isoindole-1,3,6(2H)-trione C1(NC(C=2C=CC3=C(C12)SC1=CC=CC=C1C3=O)=O)=O